BrC=1SC(=C2C1OCCO2)Br 2,5-dibromo-3,4-ethylenedioxythiophene